methylenebis(diphenylphosphine) C(P(C1=CC=CC=C1)C1=CC=CC=C1)P(C1=CC=CC=C1)C1=CC=CC=C1